[2-[6-(3-cyclopropyl-1,2,4-triazol-1-yl)-2-azaspiro[3.3]heptane-2-carbonyl]-2,6-diazaspiro[3.3]heptan-6-yl]-[4-fluoro-2-(trifluoromethyl)phenyl]methanone C1(CC1)C1=NN(C=N1)C1CC2(CN(C2)C(=O)N2CC3(C2)CN(C3)C(=O)C3=C(C=C(C=C3)F)C(F)(F)F)C1